C(C)(C)(C)OC(=O)N[C@@H]([C@@H](C(=O)N[C@H](C(=O)O)C1=CC(=CC(=C1)F)C(F)(F)F)O)CC1=CC=CC=C1 (S)-2-((2S,3R)-3-((tert-butoxycarbonyl)amino)-2-hydroxy-4-phenylbutanamido)-2-(5-fluoro-3-(trifluoromethyl)phenyl)acetic acid